[Zn].[Sn].[Al] aluminum tin-zinc